2-(4-(1H-1,2,3-triazol-1-yl)phenyl)-4-(4-(4-fluorophenoxy)benzyl)-5-methyloxazole N1(N=NC=C1)C1=CC=C(C=C1)C=1OC(=C(N1)CC1=CC=C(C=C1)OC1=CC=C(C=C1)F)C